N-(2-(2,3-dichlorophenoxy)ethyl)-1-(2-phenoxyacetyl)piperidine-4-carboxamide ClC1=C(OCCNC(=O)C2CCN(CC2)C(COC2=CC=CC=C2)=O)C=CC=C1Cl